2-(2-isopropyl-6-(2-(2-(methyl(1-sulfamoylpiperidin-3-yl)amino)-ethoxy)pyridin-4-yl)phenyl)acetic acid C(C)(C)C1=C(C(=CC=C1)C1=CC(=NC=C1)OCCN(C1CN(CCC1)S(N)(=O)=O)C)CC(=O)O